N1COCCC1 3-oxaazacyclohexane